Mono-tetradecyl phosphate P(=O)(OCCCCCCCCCCCCCC)([O-])[O-]